N-(7-cyclopentylpyrazolo[1,5-a]pyrimidin-6-yl)-N'-(5-methyl-6-{5-[(4-oxobutoxy)methyl]-1,2,4-oxadiazol-3-yl}pyridin-3-yl)urea C1(CCCC1)C1=C(C=NC=2N1N=CC2)NC(=O)NC=2C=NC(=C(C2)C)C2=NOC(=N2)COCCCC=O